p-bromoanisole thianthrene salt C1=CC=CC=2SC3=CC=CC=C3SC12.BrC1=CC=C(C=C1)OC